[4-(2-dipropylamino-ethyl)-piperazin-1-yl]-methanone C(CC)N(CCN1CCN(CC1)C=O)CCC